ClC1=C(C=C(C=C1)NC(=O)NC1=C(C=C(C=C1)OC1=NC=NC2=CC(=C3C(=C12)OCCO3)OCCCN3CCOCC3)F)C(F)(F)F 1-(4-chloro-3-(trifluoromethyl)phenyl)-3-(2-fluoro-4-((5-(3-morpholinopropoxy)-2,3-dihydro-[1,4]dioxino[2,3-f]quinazolin-10-yl)oxy)phenyl)urea